1-(9-(4-amino-7-methyl-5-(4-(pyrimidin-2-yloxy)phenyl)-7H-pyrrolo-[2,3-d]pyrimidin-6-yl)-3-azaspiro[5.5]undec-8-en-3-yl)prop-2-en-1-one NC=1C2=C(N=CN1)N(C(=C2C2=CC=C(C=C2)OC2=NC=CC=N2)C2=CCC1(CCN(CC1)C(C=C)=O)CC2)C